ClC1=NC=CC(=C1)C(C1=CC(=CC=C1)C(F)(F)F)=O 2-chloro-4-[3-(trifluoromethyl)benzoyl]pyridine